C1OCC12OCC(C2)=O 2,5-dioxaspiro[3.4]octan-7-one